O=C1NC(CCC1N1C(N(C2=C1C=CC=C2C#CCOC2CCN(CC2)C(=O)OC(C)(C)C)C)=O)=O tert-butyl 4-[3-[1-(2,6-dioxo-3-piperidyl)-3-methyl-2-oxo-benzimidazol-4-yl] prop-2-ynoxy]piperidine-1-carboxylate